methyl 4-({3-chloro-4-[(1-methylcyclopropyl)carbamoyl]pyridin-2-yl}amino)-3-cyclopropylbenzoate ClC=1C(=NC=CC1C(NC1(CC1)C)=O)NC1=C(C=C(C(=O)OC)C=C1)C1CC1